N1NC(C2C1=CN=CN2)[2H] tetrahydro-1H-pyrazolo[3,4]pyrimidine-3-d